OC1=C(C(=O)O)C=C(C(=C1)C(=O)O)O 2,5-dihydroxyl-terephthalic acid